S1(ONCC1)=O 2,2-dioxathiazolidine oxide